2-(phenylmethyl-(methyl)amino)-3-(4-(3,4-dichlorophenyl)-5-isobutylthiazol-2-ylamino)propionic acid C1(=CC=CC=C1)CN(C(C(=O)O)CNC=1SC(=C(N1)C1=CC(=C(C=C1)Cl)Cl)CC(C)C)C